C1(=CC=C(C=C1)COC1=CC=C2CCN(CC2=C1)CC1=NC2=C(N1C[C@H]1OCC1)C=C(C=C2)C(=O)O)C2=CC=CC=C2 (S)-2-((7-(([1,1'-biphenyl]-4-yl)methoxy)-3,4-dihydroisoquinolin-2(1H)-yl)methyl)-1-((oxetan-2-yl)methyl)-1H-benzo[d]imidazole-6-carboxylic acid